C1=CC=C(C(=C1)Br)Br dibromobenzene